BrC1=CC=C(C=C1)SC=1C(N=C(N(C1O)[C@@H](C)C1=CC=CC=C1)CCCC)=O (S)-5-((4-bromophenyl)thio)-2-butyl-6-hydroxy-1-(1-phenylethyl)pyrimidin-4(1H)-one